N-[2-(6-cyano-2-pyridyl)-2-(1,3,5-trimethylpyrazol-4-yl)propyl]-3-(3,5-difluoro-2-pyridyl)isoxazole-5-carboxamide C(#N)C1=CC=CC(=N1)C(CNC(=O)C1=CC(=NO1)C1=NC=C(C=C1F)F)(C)C=1C(=NN(C1C)C)C